ClC1=C(C(=O)C2=C(SC(=C2)CC)NC(COC=2C=CC=C3C(=NN(C23)C)C2C(NC(CC2)=O)=O)=O)C=CC=C1 N-(3-(2-chlorobenzoyl)-5-ethylthiophen-2-yl)-2-((3-(2,6-dioxopiperidin-3-yl)-1-methyl-1H-indazol-7-yl)oxy)acetamide